ClC=1C=C2C=CO[C@H](C2=CC1)[C@H]1O[C@H]([C@@H]([C@@H]1O)O)N1C=CC2=C1N=CN=C2C (2S,3S,4R,5R)-2-((R)-6-chloro-1H-isochromen-1-yl)-5-(4-methyl-7H-pyrrolo[2,3-d]pyrimidin-7-yl)tetrahydrofuran-3,4-diol